C(C1=CC=CC=C1)OC1=NC=C(C=C1)B1OC(C(O1)(C)C)(C)C 2-benzyloxy-5-(4,4,5,5-tetramethyl-1,3,2-dioxaborolan-2-yl)pyridine